METHYL (2R)-2-AMINO-3-(4-FORMYLPHENYL)PROPANOATE N[C@@H](C(=O)OC)CC1=CC=C(C=C1)C=O